2-[1-[2-[[1-[2-(4-methylpiperazin-1-yl)-2-oxo-ethyl]pyrazol-4-yl]amino]-[1,2,4]triazolo[1,5-a]pyridin-8-yl]-3-(4-phenylpyrazol-1-yl)azetidin-3-yl]acetonitrile CN1CCN(CC1)C(CN1N=CC(=C1)NC1=NN2C(C(=CC=C2)N2CC(C2)(N2N=CC(=C2)C2=CC=CC=C2)CC#N)=N1)=O